C(N)(=N)C1=CN=C(S1)CNC(OC(C)(C)C)=O tert-butyl ((5-carbamimidoylthiazol-2-yl)methyl)carbamate